NC(CCN(NC([C@H](CC(C)C)NC(=O)C1=NC2=C(N1)C=CC=C2)=O)C(CCl)=O)=O (S)-N-(1-(2-(3-Amino-3-oxo-propyl)-2-(2-chloroacetyl)hydrazinyl)-4-methyl-1-oxo-pentan-2-yl)-1H-benzo[d]imidazole-2-carboxamide